FC1=C(C=C(C=C1)F)C1=CC=C(C=C1)N1C(N(CCC1)C=1SC(=C(N1)C)S(=O)(=O)Cl)=O 2-(3-(2',5'-difluoro-[1,1'-biphenyl]-4-yl)-2-oxotetrahydropyrimidin-1(2H)-yl)-4-methylthiazole-5-sulfonyl chloride